CON(C([C@H](C)N(C(OC(C)(C)C)=O)C)=O)C Tert-butyl (s)-(1-(methoxy(methyl)amino)-1-oxopropan-2-yl)(methyl)carbamate